2-heptyl-nonanoic acid methyl ester COC(C(CCCCCCC)CCCCCCC)=O